isopropyl 2-[2-[3-fluoro-4-[2-oxo-2-[3-[[[(2S,3R,4R,5R)-2,3,4,5,6-pentahydroxyhexyl]amino]methyl]azetidin-1-yl]ethyl]phenoxy]ethyl]-7-azaspiro[3.5]nonane-7-carboxylate FC=1C=C(OCCC2CC3(C2)CCN(CC3)C(=O)OC(C)C)C=CC1CC(N1CC(C1)CNC[C@@H]([C@H]([C@@H]([C@@H](CO)O)O)O)O)=O